sodium 2-(dodecylamino)ethyl sulfate S(=O)(=O)(OCCNCCCCCCCCCCCC)[O-].[Na+]